FC(S(=O)(=O)OC1=CC=C2C3=C1OC1C34CCN(C(C4CCC14OCCO4)C2)C)(F)F 3-methyl-1,2,3,4,4a,5,6,7a-octahydrospiro[4,12-methanobenzofuro[3,2-e]isoquinoline-7,2'-[1,3]dioxolan]-9-yl trifluoromethanesulfonate